C(C)OC1=NC(=C(C2=CC=C(C=C12)OC1=CC2=CC=CC=C2C=C1)O)C(=O)NCC(=O)O (1-ethoxy-4-hydroxy-7-(naphthalen-2-yloxy)isoquinoline-3-carbonyl)glycine